NC1(CN(CC1)C1=C(C(=C(C=C1)F)C(F)(F)F)CN1C2=NC=NC(=C2N=C1)N)C(=O)NC1CC1 3-amino-1-(2-((6-amino-9H-purin-9-yl)methyl)-4-fluoro-3-(trifluoromethyl)phenyl)-N-cyclopropylpyrrolidine-3-carboxamide